4H-Thiochromen S1C=CCC2=CC=CC=C12